tert-butyl (5-(4-amino-7-methyl-5-(4-((4-methylpyrimidin-2-yl)oxy)phenyl)-7H-pyrrolo[2,3-d]pyrimidin-6-yl)-1-methyl-1H-pyrazol-3-yl)carbamate NC=1C2=C(N=CN1)N(C(=C2C2=CC=C(C=C2)OC2=NC=CC(=N2)C)C2=CC(=NN2C)NC(OC(C)(C)C)=O)C